5-(methoxy-d3)benzo[d]oxazole C(OC=1C=CC2=C(N=CO2)C1)([2H])([2H])[2H]